BrC=1C=C2C(C=NC2=CC1C(=O)OC)(C)C methyl 5-bromo-3,3-dimethylindole-6-carboxylate